C1(=CC=CC=C1)C1=CC=CC(=N1)C1CC12CCN(CC2)C(=O)OC(C)(C)C tert-Butyl 1-(6-phenylpyridin-2-yl)-6-azaspiro[2.5]octane-6-carboxylate